(R)-3-fluoro-N-(6-fluoropyridin-2-yl)-4-methyl-5-(methyl-(1-(1-phenylethyl)piperidin-4-yl)amino)pyridine-2-sulfonamide trifluoroacetate salt FC(C(=O)O)(F)F.FC=1C(=NC=C(C1C)N(C1CCN(CC1)[C@H](C)C1=CC=CC=C1)C)S(=O)(=O)NC1=NC(=CC=C1)F